NC=1C=C2C(=CNC2=CC1)C(C(=O)NC1C(N(CC1)C1=CC(=C(C=C1)C)Cl)=O)=O 2-(5-amino-1H-indol-3-yl)-N-(1-(3-chloro-4-methylphenyl)-2-oxopyrrolidin-3-yl)-2-oxoacetamide